NC=1C=CC(=C(C1)S(=O)(=O)O)CNCCO 5-amino-2-[(2-hydroxy-ethylamino)-methyl]-benzenesulfonic acid